ClC1=CNC=2N=C(N=C(C21)NCC)NC2=C1C=NN(C1=CC=C2)C(C#N)(C)C 2-(4-((5-chloro-4-(ethylamino)-7H-pyrrolo[2,3-d]pyrimidin-2-yl)amino)-1H-indazol-1-yl)-2-methylpropanenitrile